5-(8-(3-(difluoromethyl)azetidin-1-yl)imidazo[1,2-b]pyridazin-6-yl)pyrimidine-2,4(1H,3H)-dione FC(C1CN(C1)C=1C=2N(N=C(C1)C=1C(NC(NC1)=O)=O)C=CN2)F